OC1=C(C(OC2=C(C(=CC=C12)O)O)=O)CC=1C(OC2=C(C(=CC=C2C1O)O)O)=O 4,7,8-Trihydroxy-3-[(4,7,8-trihydroxy-2-oxochromen-3-yl)methyl]-2H-chromen-2-one